4-(((6-((3R,5S)-3,5-Dimethylpiperazin-1-yl)pyridin-2-yl)methyl)amino)-3-(tetrahydro-2H-pyran-4-yl)-1H-pyrrolo[2,3-b]pyridine-5-carbonitrile C[C@@H]1CN(C[C@@H](N1)C)C1=CC=CC(=N1)CNC1=C2C(=NC=C1C#N)NC=C2C2CCOCC2